2,4-bis(1-phenylethyl)-phenol C1(=CC=CC=C1)C(C)C1=C(C=CC(=C1)C(C)C1=CC=CC=C1)O